(rac)-1-[4-({8-[3-(methanesulfonyl-methyl)azetidin-1-yl]-5-(propan-2-yl)isoquinolin-3-yl}amino)pyrimidin-2-yl]azepan-4-ol CS(=O)(=O)CC1CN(C1)C=1C=CC(=C2C=C(N=CC12)NC1=NC(=NC=C1)N1CC[C@@H](CCC1)O)C(C)C |r|